C(C)(C)(C)OC(CCN(C(=O)OCCl)C[C@H]1N(CCC1)C(=O)OCC1=CC=CC=C1)=O benzyl (S)-2-(((3-(tert-butoxy)-3-oxopropyl)((chloromethoxy)carbonyl)amino)methyl)pyrrolidine-1-carboxylate